CC=1N(C(=CN1)[N+](=O)[O-])CCSC=1OC(=NN1)C1=NC=CC=C1 2-((2-(2-methyl-5-nitro-1H-imidazol-1-yl)ethyl)thio)-5-(pyridin-2-yl)-1,3,4-oxadiazole